N-[4-[[4-[[(4-aminophenyl)sulfonylamino]methyl]triazol-1-yl]methyl]phenyl]-2-(hydroxycarbamoyl)-4-methyl-pentanamide NC1=CC=C(C=C1)S(=O)(=O)NCC=1N=NN(C1)CC1=CC=C(C=C1)NC(C(CC(C)C)C(NO)=O)=O